5-(4-isopropyl-4H-1,2,4-triazol-3-yl)-3-(5-(1-methyl-1H-pyrazol-4-yl)pyridin-3-yl)-1H-indazole C(C)(C)N1C(=NN=C1)C=1C=C2C(=NNC2=CC1)C=1C=NC=C(C1)C=1C=NN(C1)C